2-amino-4-fluoro-3-methoxyphenylethane NC1=C(C=CC(=C1OC)F)CC